(2,2-difluorobenzo[d][1,3]dioxolan-4-yl)boronic acid FC1(OC2=C(O1)C=CC=C2B(O)O)F